3-bromo-4-methyl-5-nitrobenzoic acid BrC=1C=C(C(=O)O)C=C(C1C)[N+](=O)[O-]